O=C1NCC2=C(C=CC=C12)C(F)(F)F 1-oxo-4-(trifluoromethyl)isoindolin